(4-(difluoromethyl)-2-(2-methoxy-7-methylquinoxalin-5-yl)-7,8-dihydro-[1,4]dioxino[2',3':3,4]benzo[1,2-d]thiazol-7-yl)methanol FC(C1=CC2=C(C3=C1N=C(S3)C3=C1N=CC(=NC1=CC(=C3)C)OC)OCC(O2)CO)F